2-(4-fluorophenyl)-morpholine FC1=CC=C(C=C1)C1CNCCO1